3-((S)-3-((R)-8-(6-(dimethylamino)-1-methyl-2,3-dihydro-1H-pyrido[2,3-b][1,4]oxazin-7-ylsulfonyl)-1-oxa-8-azaspiro[4.5]decan-3-ylamino)-2-hydroxypropoxy)-N-methylbenzenesulfonamide CN(C=1C(=CC2=C(OCCN2C)N1)S(=O)(=O)N1CCC2(C[C@H](CO2)NC[C@@H](COC=2C=C(C=CC2)S(=O)(=O)NC)O)CC1)C